tricyclohexylphosphorus oxide C1(CCCCC1)P(C1CCCCC1)(C1CCCCC1)=O